1-hydroxy-3,4-dimethyl-6-(2,4-dimethylbenzyl)-pyridin-2-one ON1C(C(=C(C=C1CC1=C(C=C(C=C1)C)C)C)C)=O